O.Cl.N[C@](C(=O)O)(C)S (R)-2-amino-mercaptopropionic acid monohydrochloride monohydrate